(S)-8-(2-chloro-4-((tetrahydrofuran-3-yl)oxy)phenyl)-6-(1-methylcyclopropoxy)-9-((4-methylpyridin-2-yl)methyl)-9H-purine ClC1=C(C=CC(=C1)O[C@@H]1COCC1)C=1N(C2=NC=NC(=C2N1)OC1(CC1)C)CC1=NC=CC(=C1)C